[N+](=O)([O-])C1=C(C=CC=C1)C1(CC1)NCC(=O)OC methyl 2-{[1-(2-nitrophenyl)cyclopropyl]amino}acetate